O1CCC2=C1C=C(C=C2)C[NH-] (2,3-dihydro-benzofuran-6-ylmethyl)-amide